(R)-1-(7-(8-ethyl-7-fluoro-3-hydroxynaphthalen-1-yl)-8-fluoro-2-(((2R,7as)-2-fluorohexahydro-1H-pyrrolizin-7a-yl)methoxy)pyrido[4,3-d]pyrimidin-4-yl)-3-methylpiperidin-3-ol C(C)C=1C(=CC=C2C=C(C=C(C12)C1=C(C=2N=C(N=C(C2C=N1)N1C[C@@](CCC1)(O)C)OC[C@]12CCCN2C[C@@H](C1)F)F)O)F